C[C@H]1[C@@H](C1)C(=O)Cl |r| (±)-trans-2-methyl-cyclopropanecarbonyl chloride